7-bromo-4-methyl-3,4-dihydro-2H-benzo[b][1,4]oxazine BrC=1C=CC2=C(OCCN2C)C1